O=C1NC(CCC1N1C(C2=CC=C(C=C2C1)C(=O)N[C@H](CC(F)(F)F)C1=C(C=CC=C1)F)=O)=O 2-(2,6-dioxopiperidin-3-yl)-1-oxo-N-((R)-3,3,3-trifluoro-1-(2-fluorophenyl)propyl)isoindoline-5-carboxamide